tert-butyl 6-(4-chloro-2-fluorophenyl)-2,6-diazaspiro[3.3]heptane-2-carboxylate ClC1=CC(=C(C=C1)N1CC2(CN(C2)C(=O)OC(C)(C)C)C1)F